BrC=1C(=C(OCCC[C@H]2C[C@@H](NCC2)C)C=CC1)C (2S,4R)-4-(3-(3-bromo-2-methylphenoxy)propyl)-2-methylpiperidine